O[C@]1(CC[C@@H]2N(CCN(C2)C(=O)OC(C)(C)C)C1)C1=NC=C(C=C1)C(F)(F)F Tert-butyl (7S,9aS)-7-hydroxy-7-[5-(trifluoromethyl)-2-pyridyl]-3,4,6,8,9,9a-hexahydro-1H-pyrido[1,2-a]pyrazine-2-carboxylate